(2R,11aR)-7-fluoro-6-isopropoxy-8-methyl-5-oxo-2,3,11,11a-tetrahydro-1H,5H-benzo[f]pyrrolo[2,1-c][1,4]oxazepin-2-yl 4-methylbenzenesulfonate CC1=CC=C(C=C1)S(=O)(=O)O[C@@H]1C[C@@H]2COC3=C(C(N2C1)=O)C(=C(C(=C3)C)F)OC(C)C